C[C@@H]1N(CC1)C=1N=C(C2=C(N1)CCC2)C=2C=C(C=CC2)CCC(=O)OC methyl (S)-3-(3-(2-(2-methylazetidin-1-yl)-6,7-dihydro-5H-cyclopenta[d]pyrimidin-4-yl)phenyl)propanoate